[Si](C)(C)(C(C)(C)C)OC1(CC(C1)C(=O)O)C trans-3-((tert-butyldimethylsilyl)oxy)-3-methylcyclobutane-1-carboxylic acid